C(C)(C)(C)OC(=O)N1CCC(C=C1)=O 4-oxo-3,4-dihydropyridine-1(2H)-carboxylic acid tert-butyl ester